N-[(4-hydroxy-3-methoxyphenyl)methyl]-8,8-dimethyl-6-nonylamide OC1=C(C=C(C=C1)C[N-]C(CCCCC)CC(C)(C)C)OC